C(C)(C)(C)[Si](F)(C(C)(C)C)C1=C(C(=O)O)C=CC=C1 (di-tert-butyl-(fluoro)silyl)benzoic acid